C(C)OC(=O)[C@@H]1[C@@H](C1)C(=O)O cis-2-(ethoxycarbonyl)cyclopropane-1-carboxylic acid